rac-(1s,2r)-7-fluoro-1,2-dimethyl-2-(trifluoromethyl)-1,2-dihydro-4H-furo[2,3-c]chromen-4-one FC=1C=CC=2C3=C(C(OC2C1)=O)O[C@]([C@H]3C)(C(F)(F)F)C |r|